Cl.C(C)N[C@@H](C)C(=O)O ethyl-L-alaninate hydrochloride